bromo-5-fluoro-8-methylfuro[3,2-f]quinazoline-1,3(2H,4H)-dione BrN1C(NC=2C(=CC3=C(C2C1=O)C=C(O3)C)F)=O